2,3-dihydro-1,4-benzodioxin-5-carboxylic acid O1CCOC2=C1C=CC=C2C(=O)O